NC1SSC=N1 3-amino-1,2,4-dithiazole